ClC=1C=C(C=CC1O)C=CC(=O)C1=CC=C(C=C1)OC 3-(3-Chloro-4-hydroxyphenyl)-1-(4-methoxyphenyl)prop-2-en-1-one